(S)-1-(cyclohex-1-en-1-yl)-5-(5-(3,5-dimethylisoxazol-4-yl)-1-((R)-1-(methanesulfonyl)pyrrolidin-3-yl)-1H-benzo[d]imidazol-2-yl)pyrrolidin-2-one C1(=CCCCC1)N1C(CC[C@H]1C1=NC2=C(N1[C@H]1CN(CC1)S(=O)(=O)C)C=CC(=C2)C=2C(=NOC2C)C)=O